(1S,2S)-N-(6-(7-((S)-1-(((S)-tert-butylsulfinyl)amino)ethyl)-5-chloro-6-fluoro-1H-indazol-4-yl)imidazo[1,2-a]pyrazin-2-yl)-2-fluorocyclopropane-1-carboxamide C(C)(C)(C)[S@](=O)N[C@@H](C)C=1C(=C(C(=C2C=NNC12)C=1N=CC=2N(C1)C=C(N2)NC(=O)[C@H]2[C@H](C2)F)Cl)F